FC(C(=O)O)(F)F.BrC=1C=CC=2N(C1)C(=NC2)C(=O)NN 6-bromoimidazo[1,5-a]pyridin-3-carbohydrazide trifluoroacetate